[C@H]12CN(C[C@H](C=C1)N2C(=O)C2=CC=CC=C2)C(=O)C2=CC=CC=C2 ((1r,5s)-3,8-diazabicyclo[3.2.1]oct-6-ene-3,8-diyl)bis(phenyl-methanone)